2-(phenylsulfinyl)cyclohex-2-en-1-one C1(=CC=CC=C1)S(=O)C=1C(CCCC1)=O